N,N,N-trimethyl-11-sulfanyl-1-undecanaminium C[N+](CCCCCCCCCCCS)(C)C